4-methoxy-3-(5-(1-((2-(trimethylsilyl)ethoxy)methyl)-1H-tetrazol-5-yl)pyridin-3-yl)phenyl cyclopentylcarbamate C1(CCCC1)NC(OC1=CC(=C(C=C1)OC)C=1C=NC=C(C1)C1=NN=NN1COCC[Si](C)(C)C)=O